ClC1=CC=C(C=C1)CNC(=O)NC1=CC=C(C=C1)CNC(=O)C1CCCC1 {[(4-chlorophenyl)methyl]amino}-N-{4-[(cyclopentylcarbonylamino)methyl]phenyl}carboxamide